FC=1C=C(C(=O)NC2=C(C(=CC=C2)C(=O)C=2C=C3N=C(C=NC3=CC2)C)F)C=CC1 3-fluoro-N-(2-fluoro-3-(3-methylquinoxaline-6-carbonyl)phenyl)benzamide